C(C([2H])([2H])[2H])(N1N=CC=C1C(=O)OCC)([2H])[2H] Ethyl 1-(ethyl-d5)-1H-pyrazole-5-carboxylate